ClC=1C=C(C=CC1)NC1=NC=C(C(=N1)NC1=CC=C2CCNCC2=C1)C=1C=NN(C1)C N2-(3-chlorophenyl)-5-(1-methyl-1H-pyrazol-4-yl)-N4-(1,2,3,4-tetrahydroisoquinolin-7-yl)pyrimidine-2,4-diamine